ethyl (S)-2-((1-methyl-1H-pyrazolo[4,3-d]pyrimidin-7-yl)amino)-9-(5,6,7,8-tetrahydro-1,8-naphthyridin-2-yl)nonanoate CN1N=CC=2N=CN=C(C21)N[C@H](C(=O)OCC)CCCCCCCC2=NC=1NCCCC1C=C2